COC1=CC=C(CN2N=NC=3C(N(CCOC32)C3=C(C=C(C=C3)B3OC(C(O3)(C)C)(C)C)C)=O)C=C1 3-(4-methoxybenzyl)-7-(2-methyl-4-(4,4,5,5-tetramethyl-1,3,2-dioxaborolan-2-yl)phenyl)-6,7-dihydro-3H-[1,2,3]triazolo-[4,5-f][1,4]oxazepin-8(5H)-one